N1(NCC=C1)C(=O)[O-] dihydro-1H-pyrazole-1-carboxylate